5'-methyl-N-(1-methylindazol-7-yl)-[2,3'-bipyridine]-5-sulfonamide CC=1C=C(C=NC1)C1=NC=C(C=C1)S(=O)(=O)NC=1C=CC=C2C=NN(C12)C